6-methylbenzo[d]Oxazol-2(3H)-one CC1=CC2=C(NC(O2)=O)C=C1